CC(C(=O)OC1=CC(=CC=C1)C(C)C)C 3-isopropylphenyl methylpropionate